2,N3-di-tert-butyl-6-(p-tolyl)pyridine-2,3-diamine C(C)(C)(C)C1(NC(=CC=C1NC(C)(C)C)C1=CC=C(C=C1)C)N